N-(2-chloropyrimidin-5-yl)-6-(2,2-difluoroethoxy)isoquinolin-1-amine ClC1=NC=C(C=N1)NC1=NC=CC2=CC(=CC=C12)OCC(F)F